5,5-dimethyl-4-oxo-5',6'-dihydrospiro[cyclohexane-1,8'-imidazo[2,1-c][1,4]oxazin] CC1(C(CCC2(OCCN3C2=NC=C3)C1)=O)C